3-[[4-[(2R)-4-cyclopropyl-2-[[5-(4,4-dimethyl-1-piperidyl)pyrimidin-2-yl]methylamino]butoxy]-6-(2,6-dimethylphenyl)pyrimidin-2-yl]sulfamoyl]benzoic acid C1(CC1)CC[C@H](COC1=NC(=NC(=C1)C1=C(C=CC=C1C)C)NS(=O)(=O)C=1C=C(C(=O)O)C=CC1)NCC1=NC=C(C=N1)N1CCC(CC1)(C)C